CC1=C(C=CC=C1CO)CO (2-methyl-1,3-phenylene)dimethanol